tert-butyl 2-{2-[(4as,5ar)-5,5-difluoro-5a-methyl-1-(oxetan-2-yl)-4H,4ah,6H-cyclopropa[f]indazol-3-yl]-1H-indol-6-yl}-1-oxo-2,8-diazaspiro[4.5]decane-8-carboxylate FC1([C@H]2CC=3C(=NN(C3C[C@]21C)C2OCC2)C=2NC1=CC(=CC=C1C2)N2C(C1(CC2)CCN(CC1)C(=O)OC(C)(C)C)=O)F